N-((3R,4S)-4-fluoropyrrolidin-3-yl)-8-(4-(trifluoromethyl)phenyl)-1,6-naphthyridin-5-amine hydrochloride Cl.F[C@@H]1[C@@H](CNC1)NC=1C=2C=CC=NC2C(=CN1)C1=CC=C(C=C1)C(F)(F)F